ClC1=NC=C(C(=N1)CC1=CC=C(C=C1)C=1N(C=C(N1)C(F)(F)F)C)CC 2-chloro-5-ethyl-4-(4-(1-methyl-4-(trifluoromethyl)-1H-imidazol-2-yl)benzyl)pyrimidine